trans-3-((6-(1-methyl-5-(((tetrahydro-2H-pyran-2-yl)oxy)methyl)-1H-pyrazol-4-yl)pyridin-3-yl)oxy)cyclohexane-1-carboxylic acid isopropyl ester C(C)(C)OC(=O)[C@@H]1C[C@H](CCC1)OC=1C=NC(=CC1)C=1C=NN(C1COC1OCCCC1)C